(S)-4-(7-(2,6-dioxopiperidin-3-yl)-6-oxo-7,8-dihydro-2H,6H-spiro[furo[2,3-e]isoindole-3,4'-piperidin]-1'-yl)cyclohexane-1-carbaldehyde O=C1NC(CC[C@@H]1N1C(C2=CC=C3C(=C2C1)OCC31CCN(CC1)C1CCC(CC1)C=O)=O)=O